C(C)(C)(C)OC(=O)N1N=C(C=C1)OC(C(=O)OCC)C(C)C ((1-ethoxy-3-methyl-1-oxobutan-2-yl)oxy)-1H-pyrazole-1-carboxylic acid tert-butyl ester